5-chloro-N-((1r,4r)-4-((3-(6-(dimethylamino)pyridin-3-yl)-2-oxo-2,3-dihydro-1H-benzo[d]imidazol-1-yl)methyl)cyclohexyl)-2-methylnicotinamide ClC=1C=NC(=C(C(=O)NC2CCC(CC2)CN2C(N(C3=C2C=CC=C3)C=3C=NC(=CC3)N(C)C)=O)C1)C